7-ethoxy-2-methylimidazo[1,2-a]pyridine-6-carboxamide C(C)OC1=CC=2N(C=C1C(=O)N)C=C(N2)C